2-(1-aminoethyl)-6-(1-methylcyclopropyl)pyridin-4-amine NC(C)C1=NC(=CC(=C1)N)C1(CC1)C